[carbamimidoyl(meth-yl)carbamoyl]formic acid C(N)(=N)N(C(=O)C(=O)O)C